N1C(CNCC1)C=O (piperazin-2-yl)methanone